monochloroammonia ClN